[Pt+2].C[Si](CC(=O)CC(C)=O)(OC)OC.C[Si](CC(=O)CC(C)=O)(OC)OC bis[2-(methyldimethoxysilyl)acetylacetone] platinum (II)